ClC1=C(C=C(C=C1)F)[C@@H]1C=2N(CC(N1)=O)C(=NC2NC(=O)C2=NSC1=C2C=C(C=C1)C#N)C(NC)=O (R)-N-(8-(2-chloro-5-fluorophenyl)-3-(methylcarbamoyl)-6-oxo-5,6,7,8-tetrahydroimidazo[1,5-a]pyrazin-1-yl)-5-cyanobenzo[d]isothiazole-3-carboxamide